N-(5-cyano-4-(2-methoxyethoxy)pyridin-2-yl)-7-(dimethoxymethyl)-4-fluoro-6-((4-methyl-2-oxopiperazin-1-yl)methyl)-3,4-dihydro-2,4-methylene-1,8-naphthyridine-1(2H)-carboxamide C(#N)C=1C(=CC(=NC1)NC(=O)N1C2CC(C3=CC(=C(N=C13)C(OC)OC)CN1C(CN(CC1)C)=O)(C2)F)OCCOC